N1N=CC2=CC=CC(=C12)N1C(N(C(C1)C#N)C1=CN=CC2=CC=CC=C12)=O 1-(1H-indazol-7-yl)-3-(isoquinolin-4-yl)-2-oxoimidazolidine-4-carbonitrile